1-(4-(6-chloro-8-fluoro-7-(5-methyl-1H-indazol-4-yl)-2-(1-(oxetan-3-yl)piperidin-4-ylamino)quinazolin-4-yl)piperazin-1-yl)prop-2-en-1-one ClC=1C=C2C(=NC(=NC2=C(C1C1=C2C=NNC2=CC=C1C)F)NC1CCN(CC1)C1COC1)N1CCN(CC1)C(C=C)=O